ClC=1C=C2C=C(C=NC2=CC1)COC1=CC=CC(=N1)C1CCN(CC1)CC1=NC2=C(N1C[C@H]1OCC1)C=C(C=C2)C(=O)[O-] (S)-2-((4-(6-((6-chloroquinolin-3-yl)methoxy)pyridin-2-yl)piperidin-1-yl)methyl)-1-(oxetan-2-ylmethyl)-1H-benzo[d]imidazole-6-carboxylate